(2S,3R)-1-[4-(tert-butylcarbamoyl)piperazine-1-carbonyl]-3-[3-(diaminomethylideneamino)propyl]-4-oxoazetidine-2-carboxylic acid C(C)(C)(C)NC(=O)N1CCN(CC1)C(=O)N1[C@@H]([C@H](C1=O)CCCN=C(N)N)C(=O)O